ClC1=C(C=C(C=2C=C3N(C12)CCN(C3=O)CCOC3OCCCC3)O)Cl 6,7-Dichloro-9-hydroxy-2-(2-tetrahydropyran-2-yloxyethyl)-3,4-dihydropyrazino[1,2-a]indol-1-one